2-hydroxypropyl geranate C(\C=C(/C)\CCC=C(C)C)(=O)OCC(C)O